2-CHLORO-3-ETHOXYPHENYLBORONIC ACID ClC1=C(C=CC=C1OCC)B(O)O